[Sn].[In].[Cd] cadmium indium tin